(S)-5-(3-(5-chloro-6-methylisoindolin-2-yl)-3-oxopropyl)-5-cyclopropylimidazole-2,4-dione ClC=1C=C2CN(CC2=CC1C)C(CC[C@@]1(C(NC(N1)=O)=O)C1CC1)=O